2-(2,4-bis(trifluoromethyl)phenyl)-4,4,5,5-tetramethyl-1,3,2-dioxaborolane FC(C1=C(C=CC(=C1)C(F)(F)F)B1OC(C(O1)(C)C)(C)C)(F)F